S-((2-(1-acetoxypentyl)benzoyl)thio)-N-acetylcysteine C(C)(=O)OC(CCCC)C1=C(C(=O)SSC[C@H](NC(C)=O)C(=O)O)C=CC=C1